COC1(CCC1)CN1CCC(CC1)N1N=CC=C1 1-(1-((1-methoxycyclobutyl)methyl)piperidin-4-yl)-1H-pyrazol